C1(=CC=CC2=CC=CC=C12)C=1N=C2SC=CN2C1CNC1CC2=CC=CC=C2C1 N-((6-(naphthalen-1-yl)imidazo[2,1-b]thiazol-5-yl)methyl)-2,3-dihydro-1H-inden-2-amine